(S)-3-amino-6-(4-(2-(3,5-difluorophenyl)-2-hydroxyacetamido)-2-methylphenyl)-N-(oxetan-3-yl)pyrazine-2-carboxamide NC=1C(=NC(=CN1)C1=C(C=C(C=C1)NC([C@@H](O)C1=CC(=CC(=C1)F)F)=O)C)C(=O)NC1COC1